C(=O)O.N1=CC=CC=2C=CCC(C12)=O quinolin-8-one formic acid salt